(2S)-N-[(2R)-2-Cyclohexyl-2-phenyl-ethyl]-N-(2-oxo-2-pyrrolidin-1-yl-ethyl)-7-(quinazolin-6-ylmethoxy)chromane-2-carboxamide C1(CCCCC1)[C@@H](CN(C(=O)[C@H]1OC2=CC(=CC=C2CC1)OCC=1C=C2C=NC=NC2=CC1)CC(N1CCCC1)=O)C1=CC=CC=C1